10-((tert-butyldiphenylsilyl)-oxy)decan-1-ol [Si](C1=CC=CC=C1)(C1=CC=CC=C1)(C(C)(C)C)OCCCCCCCCCCO